(R)-tert-Butyl 4-(2-(4-(3-(6-cyano-5-(trifluoromethyl)pyridin-3-yl)-5,5-dimethyl-4-oxo-2-thioxoimidazolidin-1-yl)-2-ethylphenoxy)ethyl)-2-methylpiperazine-1-carboxylate C(#N)C1=C(C=C(C=N1)N1C(N(C(C1=O)(C)C)C1=CC(=C(OCCN2C[C@H](N(CC2)C(=O)OC(C)(C)C)C)C=C1)CC)=S)C(F)(F)F